C1(CCC1)CNCC=1C=CC=2N(C1)C=C(N2)CNC(=O)C=2C=1N(C=CC2)C=NC1 N-[(6-{[(cyclobutylmethyl)amino]methyl}imidazo[1,2-a]pyridin-2-yl)methyl]imidazo[1,5-a]pyridine-8-carboxamide